4,6-dibromo-2-nitroaniline BrC1=CC(=C(N)C(=C1)Br)[N+](=O)[O-]